1-thiomorpholin-1-oxide N1CCS(CC1)=O